NC1=NC=NN2C1=C(C(=C2)C2=CC=C(C=C2)NC(C(=C)C)=O)C2=CC=C(C=C2)S(NC2CCC2)(=O)=O N-(4-(4-amino-5-(4-(N-cyclobutyl-sulfamoyl)phenyl)pyrrolo[2,1-f][1,2,4]triazin-6-yl)phenyl)methacrylamide